trans-N-(4-((4-(3-(1-acetylpiperidin-3-yl)phenyl)-5-fluoropyrimidin-2-yl)amino)cyclohexyl)acetamide C(C)(=O)N1CC(CCC1)C=1C=C(C=CC1)C1=NC(=NC=C1F)N[C@@H]1CC[C@H](CC1)NC(C)=O